NC(C[C@H](C=1NC(=CN1)CCC1=CC=CC=C1)NC(OCCCCCC)=O)=O hexyl (R)-(3-amino-3-oxo-1-(5-phenethyl-1H-imidazol-2-yl)propyl)carbamate